(13R)-4-methoxy-13-methyl-8,14-dioxa-10,19,20,23-tetraazatetracyclo[13.5.2.12,6.018,21]tricosa-1(20),2,4,6(23),15,17,21-heptaen-9-one COC=1C=C2C3=NNC4=CC=C(O[C@@H](CCNC(OCC(C1)=N2)=O)C)C=C34